C1(=CC=C(C=C1)C=1C=NC=CC1SCCCCCCO)C 6-((3-(p-tolyl)pyridin-4-yl)thio)hexan-1-ol